C(C)(C)(C)OC(=O)N1CCN(CC1)C1=C(C=C(C=C1)[N+](=O)[O-])O 4-(2-Hydroxy-4-nitrophenyl)piperazine-1-carboxylic acid tert-butyl ester